C(C1=CC=CC=C1)(=O)NC1=CC(=NN1C)C1=CC(=C(C=C1)NC(C1=C(N=CC=C1)C)=O)F N-(4-(5-Benzamido-1-methyl-1H-pyrazol-3-yl)-2-fluorophenyl)-2-methylnicotinamide